1-(3-((6-(2-chlorophenyl)-8,9-dihydroimidazo[1',2':1,6]pyrido[2,3-d]pyrimidin-2-yl)amino)phenyl)ethan-1-one ClC1=C(C=CC=C1)C1=CC2=C(N=C(N=C2)NC=2C=C(C=CC2)C(C)=O)N2C1=NCC2